FC1=C(CNC=2C=3N(N=C(C2)SC2CCNCC2)C(=CN3)C(C)C)C=CC(=C1)F N-(2,4-difluorobenzyl)-3-isopropyl-6-(piperidin-4-ylthio)imidazo[1,2-b]pyridazin-8-amine